ethyl-2-(4-aminophenyl)-2-hydroxyacetate C(C)OC(C(O)C1=CC=C(C=C1)N)=O